Monosodium iodine acetate C(C)(=O)[O-].[I+].[Na+].C(C)(=O)[O-]